(3R)-3-amino-5-[(4-chlorophenyl)methyl]-7-(5-ethyltetrazol-2-yl)-8-fluoro-1,1-dioxo-2,3-dihydro-1λ6,5-benzothiazepin-4-one N[C@H]1CS(C2=C(N(C1=O)CC1=CC=C(C=C1)Cl)C=C(C(=C2)F)N2N=C(N=N2)CC)(=O)=O